(2R)-2,4-dimethyl-4-nitro-valeric acid C[C@@H](C(=O)O)CC(C)([N+](=O)[O-])C